tert-Butyl (8S,11S)-11-(4-diazo-3-oxobutyl)-1-(9H-fluoren-9-yl)-8-((1-methyl-1H-indol-3-yl)methyl)-3,6,9-trioxo-2-oxa-4,7,10-triazadodecan-12-oate [N+](=[N-])=CC(CC[C@H](NC([C@@H](NC(CNC(OCC1C2=CC=CC=C2C=2C=CC=CC12)=O)=O)CC1=CN(C2=CC=CC=C12)C)=O)C(=O)OC(C)(C)C)=O